C(#N)[C@@H]1CN(C[C@H]1O)C1=C(C=C(C=C1)S(=O)(=O)N(C)C)C=1NC2=CC=CC=C2C1 trans-4-(3-cyano-4-hydroxypyrrolidin-1-yl)-3-(1H-indol-2-yl)-N,N-dimethylbenzenesulfonamide